N-(2-(bis(2-isopropylphenyl)phosphino)phenyl)-1,3-dimethylimidazole-2-imine C(C)(C)C1=C(C=CC=C1)P(C1=C(C=CC=C1)N=C1N(C=CN1C)C)C1=C(C=CC=C1)C(C)C